N-((3aR,4S,7S,8R,8aR)-4-(13-azido-2,5,8,11-tetraoxatridecyl)-2,2-dimethylhexahydro-4,7-epoxy[1,3]dioxolo[4,5-d]oxepin-8-yl)-2,2,2-trifluoroacetamide N(=[N+]=[N-])CCOCCOCCOCCOC[C@@]12[C@H]3[C@@H]([C@H]([C@@H](OC1)O2)NC(C(F)(F)F)=O)OC(O3)(C)C